2-nitrophenyloctyl ether [N+](=O)([O-])C1=C(C=CC=C1)CCCCCCCCOCCCCCCCCC1=C(C=CC=C1)[N+](=O)[O-]